Tert-butyl 2-(2-(2-(acetylthio)ethoxy)ethoxy)acetate C(C)(=O)SCCOCCOCC(=O)OC(C)(C)C